Racemic-6-chloro-4-((3aR,6aS)-2-(methylsulfonyl)-1,2,3,3a,4,6a-hexahydrocyclopenta[c]pyrrol-5-yl)-1H-indazole ClC1=CC(=C2C=NNC2=C1)C=1C[C@@H]2[C@@H](CN(C2)S(=O)(=O)C)C1 |r|